11-(2-methylcyclopropyl)undec-10-enoic acid CC1C(C1)C=CCCCCCCCCC(=O)O